C(C)C1=C2C(=CC(=CC2=CC=C1F)O)N1CC=2N=C(N=C(C2CC1)N1CC2(CCO2)CCC1)OCC12CCCN2CC(C1)=C 5-ethyl-6-fluoro-4-(2-((2-methylenetetrahydro-1H-pyrrolizin-7a(5H)-yl)methoxy)-4-(1-oxa-6-azaspiro[3.5]nonan-6-yl)-5,8-dihydropyrido[3,4-d]pyrimidin-7(6H)-yl)naphthalen-2-ol